tert-butyl (S)-3-(3-((6-((R)-3-(2,3-difluorophenyl)isoxazolidin-2-yl)pyrimidin-4-yl) amino)phenyl)isoxazolidin-2-carboxylate FC1=C(C=CC=C1F)[C@@H]1N(OCC1)C1=CC(=NC=N1)NC=1C=C(C=CC1)[C@H]1N(OCC1)C(=O)OC(C)(C)C